6-(4,4,5,5-tetramethyl-1,3,2-dioxaborolan-2-yl)quinoxaline CC1(OB(OC1(C)C)C=1C=C2N=CC=NC2=CC1)C